3-methoxy-N-methyl-4-{[3-(4-{[(1R,4R)-4-{2-oxa-8-azaspiro[4.5]decan-8-yl}cyclohexyl]amino}-1-(2,2,2-trifluoroethyl)-1H-indol-2-yl)prop-2-yn-1-yl]amino}benzamide COC=1C=C(C(=O)NC)C=CC1NCC#CC=1N(C2=CC=CC(=C2C1)NC1CCC(CC1)N1CCC2(CCOC2)CC1)CC(F)(F)F